C[N+]1=CC=C(C=C1)C1=C(C(=NC(=N1)N1CCOCC1)N)C=1OC=CN1 1-methylpyridin-1-ium-4-yl-2-morpholino-5-oxazol-2-yl-pyrimidin-4-amine